1-((3-cyclopropylpyridin-2-yl)methyl)-3-((1r,4r)-4-(2-fluoro-6-methylphenyl)cyclohexyl)-7-methyl-1,8-naphthyridin-2(1H)-one C1(CC1)C=1C(=NC=CC1)CN1C(C(=CC2=CC=C(N=C12)C)C1CCC(CC1)C1=C(C=CC=C1C)F)=O